N-[(4-hydroxy-3-methoxyphenyl)methyl]-7-cyclohexyl-6-heptynyl-amide OC1=C(C=C(C=C1)C[N-]CCCCCC#CC1CCCCC1)OC